7-Methylguanosine C[N+]1=CN([C@H]2[C@H](O)[C@H](O)[C@@H](CO)O2)C=2N=C(NC(C12)=O)N